CC=1C(NC(NC1)=S)=O 5-methyl-2-thiouracil